bis(3-aminophenyl)propane NC=1C=C(C=CC1)C(C)(C)C1=CC(=CC=C1)N